4-fluorobenzyl 1-(2-((tetrahydro-2H-pyran-2-yl) oxy) ethyl)-1H-indole-6-carboxylate O1C(CCCC1)OCCN1C=CC2=CC=C(C=C12)C(=O)OCC1=CC=C(C=C1)F